NC=1C2=C(N=CN1)N(C=C2C2=CC(=C(C=C2)NC(=O)NC2=CC(=C(C(=C2)C(F)(F)F)CN2CCN(CC2)C)F)F)C2CC2 1-(4-(4-AMINO-7-CYCLOPROPYL-7H-PYRROLO[2,3-D]PYRIMIDIN-5-YL)-2-FLUOROPHENYL)-3-(3-FLUORO-4-((4-METHYLPIPERAZIN-1-YL)METHYL)-5-(TRIFLUOROMETHYL)PHENYL)UREA